31-methyldotriacontyl laurate C(CCCCCCCCCCC)(=O)OCCCCCCCCCCCCCCCCCCCCCCCCCCCCCCC(C)C